FC1=CC(=C(C=C1)NC1CCN(CC1)C(CNC(=O)C1=NNC(=C1)C1=CC=CC=C1)=O)C(F)(F)F 5-Phenyl-1H-pyrazole-3-carboxylic acid {2-[4-(4-fluoro-2-trifluoromethyl-phenylamino)-piperidin-1-yl]-2-oxo-ethyl}-amide